C1(=CC(=CC=C1)C1=NC(=NC(=N1)Cl)C1=CC=CC=C1)C1=CC(=CC=C1)C1=CC=CC=C1 2-([1,1':3',1''-terphenyl]-3-yl)-4-chloro-6-phenyl-1,3,5-triazine